3-(3-((5-Bromo-3-nitropyridin-2-yl)oxy)propyl)-6-oxa-3-azabicyclo[3.1.1]heptane BrC=1C=C(C(=NC1)OCCCN1CC2OC(C1)C2)[N+](=O)[O-]